OC=1C=NC(=NC1)N1C(C=2CCC(CC2C=N1)C1=C(C(=CC=C1)OC)C)=O 2-(5-Hydroxypyrimidin-2-yl)-6-(3-methoxy-2-methylphenyl)-5,6,7,8-tetrahydrophthalazin-1(2H)-one